N-hydroxyethyl-aniline OCCNC1=CC=CC=C1